4-(1H-benzo[d]imidazol-1-yl)thiazole-2-carboxamide N1(C=NC2=C1C=CC=C2)C=2N=C(SC2)C(=O)N